acryloyloxy-propyl-methyldimethoxysilane methyl-2'-chloro-6-cyclopropyl-5'-methoxy-[4,4'-bipyridine]-3-carboxylate COC(=O)C=1C=NC(=CC1C1=CC(=NC=C1OC)Cl)C1CC1.C(C=C)(=O)OCO[Si](OC)(C)CCC